N-((5-(difluoromethyl)-6-(thiazol-4-ylmethoxy)-1-tosyl-1H-indol-2-yl)methyl)-1-methylcyclopropane-1-carboxamide FC(C=1C=C2C=C(N(C2=CC1OCC=1N=CSC1)S(=O)(=O)C1=CC=C(C)C=C1)CNC(=O)C1(CC1)C)F